C1(CCC1)[C@@H]1N(CC2=C(NC1=O)C=CC=C2)C(=O)N (S)-3-cyclobutyl-2-oxo-1,2,3,5-tetrahydro-4H-benzo[e][1,4]diazepine-4-carboxamide